Cl.ClC=1C=CC(=C(C1)C1=NC=NN2C1=CC(=C2)CN2C(C1C(C1C2=O)(C)C)=O)N2C[C@H]1NCC[C@H]1C2 3-((4-(5-chloro-2-((3aS,6aS)-hexahydropyrrolo[3,4-b]pyrrol-5(1H)-yl)phenyl)pyrrolo[2,1-f][1,2,4]triazin-6-yl)methyl)-6,6-dimethyl-3-azabicyclo[3.1.0]hexane-2,4-dione hydrochloride